O=CC(CCC(=O)O)NC(CCCCCCCCCCCCCC)=O 5-oxo-4-pentadecanamidopentanoic acid